ClC=1C=C(C=CC1)[C@@H]1[C@H](C1)C(=O)NC1=NC=CC(=C1)NCC1=NN2C(C=C(C=C2N2CCN(CC2)C)C2CC2)=C1 (1S,2S)-2-(3-chlorophenyl)-N-(4-(((5-cyclopropyl-7-(4-methylpiperazin-1-yl)pyrazolo[1,5-a]pyridin-2-yl)methyl)amino)pyridin-2-yl)cyclopropane-1-carboxamide